C(C)(C)(C)N1CCC2(CC1)C1=C(OC2(F)F)C=2C(OC(C2C=C1)=O)O tert-butyl-2,2-difluoro-8-hydroxy-6-oxo-6,8-dihydro-2H-spiro[benzo[2,1-b:3,4-c']difuran-3,4'-piperidine]